FC1=C(OC=2C=C(\C=N\[S@](=O)C(C)(C)C)C=CC2)C=CC(=C1)F (R,E)-N-(3-(2,4-difluorophenoxy)benzylidene)-2-methylpropane-2-sulfinamide